2-methyl-1,2,3,4-tetra-hydro-β-carboline CN1CC=2NC3=CC=CC=C3C2CC1